N=1N(N=CC1)CC1=CC=C(C=C1)NC=1N=CC2=C(N1)CN(CC2)C(=O)OC(C)(C)C tert-butyl 2-({4-[(2H-1,2,3-triazol-2-yl)methyl]phenyl}amino)-5H,6H,7H,8H-pyrido[3,4-d]pyrimidine-7-carboxylate